thiocyanate mercury (II) [Hg+2].[S-]C#N.[S-]C#N